1-((1R,5S,6r)-6-(3-(4-chlorophenyl)-1,2,4-oxadiazol-5-yl)-3-azabicyclo[3.1.1]heptan-3-yl)-2-(1-methyl-1H-1,2,4-triazol-5-yl)ethan-1-one ClC1=CC=C(C=C1)C1=NOC(=N1)C1[C@H]2CN(C[C@@H]1C2)C(CC2=NC=NN2C)=O